ClC1=CC=C(C=C1)C=1N=CN(C1C1=CC=NC=C1)CC(=O)N1[C@H]2CN([C@@H](C1)C2)C(=O)OC(C)(C)C tert-butyl (1R,4R)-5-[2-[4-(4-chlorophenyl)-5-(4-pyridinyl) imidazol-1-yl] acetyl]-2,5-diazabicyclo[2.2.1]heptane-2-carboxylate